4-(3-carboxypropyldisulfanyl)butyric acid C(=O)(O)CCCSSCCCC(=O)O